N-((1r,3r)-3-acetamidocyclobutyl)-4-(isopropylamino)-6-(1H-pyrazol-4-yl)quinoline-3-carboxamide C(C)(=O)NC1CC(C1)NC(=O)C=1C=NC2=CC=C(C=C2C1NC(C)C)C=1C=NNC1